BrC=1N=C(N(N1)C1OCCCC1)NC1=C(C=CC=C1F)F 5-bromo-N-(2,6-difluorophenyl)-2-tetrahydropyran-2-yl-1,2,4-triazol-3-amine